2-bromo-3-(2-fluorophenyl)-thiophene BrC=1SC=CC1C1=C(C=CC=C1)F